C(CCCCCCCCCCC)C1=C2C(=CC(=C1)O2)CCCCCCCCCCCC 2,6-dilauryl-1,4-phenyleneether